FC1=CC=C(OCC2N(C3CC(C2C)C3)C(=O)C=3N=C(SC3C3=NC=CN=C3)C)C=C1 3-[(4-fluorophenoxy)methyl]-4-methyl-2-[2-methyl-5-(pyrazin-2-yl)-1,3-thiazole-4-carbonyl]-2-azabicyclo[3.1.1]heptane